CN(C1=CC=C(C=C1)C1=CC(=NC(=C1)C1=CC=CC=C1)C1=C(C=CC=C1)OCCCCCCCC)C N,N-dimethyl-4-[2-[2-(octyloxy)phenyl]-6-phenyl-4-pyridyl]-aniline